2-[1-[2-(aminomethyl)-3-chlorophenyl]pyrazol-3-yl]propan-2-ol NCC1=C(C=CC=C1Cl)N1N=C(C=C1)C(C)(C)O